C(C)SC=1OC2=C(C=C(C=C2C(C1C)=O)C)[C@@H](C)NS(=O)C(C)(C)C N-((R)-1-(2-(ethylsulfanyl)-3,6-dimethyl-4-oxo-4H-chromen-8-yl)ethyl)-2-methylpropan-2-sulfinamide